3-bromo-4-[(5-tert-butyl-2-pyridinyl)amino]-N-[(4-methoxyphenyl)methyl]-N-methyl-benzenesulfonamide BrC=1C=C(C=CC1NC1=NC=C(C=C1)C(C)(C)C)S(=O)(=O)N(C)CC1=CC=C(C=C1)OC